5-(2-oxa-6-azaspiro[3.4]oct-6-yl)pyrazole tert-butyl-(2-(2-(2-(4-sulfamoylbenzamido)ethoxy)ethoxy)ethyl)carbamate C(C)(C)(C)N(C(O)=O)CCOCCOCCNC(C1=CC=C(C=C1)S(N)(=O)=O)=O.C1OCC12CN(CC2)C2=CC=NN2